O[C@@H]1[C@H](O)[C@H](O)[C@@H](O)[C@@H](O1)C beta-rhamnopyranose